6-(1-((2,3-dihydrobenzofuran-5-yl)sulfonyl)piperidin-4-yl)-8-methoxy-[1,2,4]triazolo[1,5-a]pyridine O1CCC2=C1C=CC(=C2)S(=O)(=O)N2CCC(CC2)C=2C=C(C=1N(C2)N=CN1)OC